N-((2-(2,6-dioxopiperidin-3-yl)-1-oxoisoindolin-5-yl)methyl)-2,2-difluoro-2-(3-(morpholinoethoxy)phenyl)acetamide hydrochloride salt Cl.O=C1NC(CCC1N1C(C2=CC=C(C=C2C1)CNC(C(C1=CC(=CC=C1)OCCN1CCOCC1)(F)F)=O)=O)=O